ClC=1C=CC(=C2C=NN(C12)CC#N)NC1=NC=C(C(=N1)NC)C(F)(F)F 2-(7-chloro-4-((4-(methylamino)-5-(trifluoromethyl)pyrimidin-2-yl)amino)-1H-indazol-1-yl)acetonitrile